Ethyl 4-(trifluoromethyl)-1H-imidazole-5-carboxylate FC(C=1N=CNC1C(=O)OCC)(F)F